N-[(1R)-1-[5-amino-2-chloro-3-(trifluoromethyl)phenyl]ethyl]-1-(2-fluorophenyl)-6-oxo-pyridazine-3-carboxamide NC=1C=C(C(=C(C1)[C@@H](C)NC(=O)C1=NN(C(C=C1)=O)C1=C(C=CC=C1)F)Cl)C(F)(F)F